(1R,3R,4S)-p-Menthane-3,8-diol [C@@H]1(C[C@H]([C@H](CC1)C(C)(C)O)O)C